ClC1=C2CCN([C@@H](C2=C(C=C1)OCC=1N=NN(C1C(F)F)C)CN1C(CCC1)=O)C(=O)[C@H]1[C@H](CCCC1)C (1S,2R)-2-((S)-5-Chloro-8-((5-(difluoromethyl)-1-methyl-1H-1,2,3-triazol-4-yl)methoxy)-1-((2-oxopyrrolidin-1-yl)methyl)-1,2,3,4-tetrahydroisochinolin-2-carbonyl)-1-methylcyclohexan